Cl.FC=1C=NC(=NC1)C1=CC(=NC=C1C(F)(F)F)NC(=O)[C@@H]1N[C@@H]2C[C@@H]2C1 (1R,3R,5R)-N-(4-(5-fluoropyrimidin-2-yl)-5-(trifluoromethyl)pyridin-2-yl)-2-azabicyclo[3.1.0]hexane-3-carboxamide hydrochloride